[Zn+2].S(=O)(=O)([O-])[O-].[Na+] sodium sulphate zinc